glycerol (methyl methacrylate) CC=C(C(=O)OCC(O)CO)C